(6-(3,8-diazabicyclo[3.2.1]oct-3-yl)pyridin-3-yl)-6-(1-methyl-2-oxo-1,2-dihydropyridin-4-yl)pyrazolo[1,5-a]pyridine-3-carbonitrile C12CN(CC(CC1)N2)C2=CC=C(C=N2)C2=NN1C(C=CC(=C1)C1=CC(N(C=C1)C)=O)=C2C#N